(3S)-3-methyl-L-glutamic acid C[C@H]([C@H](N)C(=O)O)CC(=O)O